O=C1C2=C(N=NN1C1C(NC(CC1)=O)=O)C=CC=C2NCC2=CC=C(C=C2)CN2CCC(CC2)C(F)(F)F 3-(4-oxo-5-((4-((4-(trifluoromethyl)piperidin-1-yl)methyl)benzyl)amino)benzo[d][1,2,3]triazin-3(4H)-yl)piperidine-2,6-dione